1-(2,4-dichlorophenyl)-3-[1-(4-fluorophenyl)-5-oxopyrrolidin-3-yl]thiourea ClC1=C(C=CC(=C1)Cl)NC(=S)NC1CN(C(C1)=O)C1=CC=C(C=C1)F